C1=CC(=CC=C1CCC(=O)O)[N+](=O)[O-] The molecule is a monocarboxylic acid that is 3-phenylpropionic acid in which the hydrogen at the para position of the phennyl group has been replaced by a nitro group. It has a role as a chromogenic compound. It is a monocarboxylic acid and a C-nitro compound. It derives from a 3-phenylpropionic acid.